2-(2'-hydroxy-3',5'-di(t-butyl)phenyl)-5-chlorobenzotriazole OC1=C(C=C(C=C1C(C)(C)C)C(C)(C)C)N1N=C2C(=N1)C=CC(=C2)Cl